6-bromo-7-chloro-3-hydroxyquinolin-2(1H)-one BrC=1C=C2C=C(C(NC2=CC1Cl)=O)O